ClC1=CC2=C(N=N1)C(=NC=C2I)NC 3-Chloro-5-iodo-N-methylpyrido[3,4-c]pyridazin-8-amine